ClC1=CC=C2C(=N1)C(=CS2)C2=CC=NS2 5-chloro-3-(isothiazol-5-yl)thieno[3,2-b]pyridine